C1(CCCC1)COC=1C=C(C(=O)NC2=CC(=CC=C2)C(=O)N2CCOCC2)C=CC1 3-(cyclopentylmethoxy)-N-(3-(morpholine-4-carbonyl)phenyl)benzamide